3-bromo-2-isothiocyanato-5-(trifluoromethyl)pyridine BrC=1C(=NC=C(C1)C(F)(F)F)N=C=S